C(C)(C)(C)N(C(O)=O)C(CCN1CCCCC1)C1=NC=CC(=C1)Cl.CC1=CC=C(CC(C(=O)C2=CC=C(C=C2)N2CCOCC2)(CC)N(C)C)C=C1 2-(4-Methylbenzyl)-2-(dimethylamino)-1-(4-morpholinophenyl)butan-1-one tert-butyl-(1-(4-chloropyridin-2-yl)-3-(piperidin-1-yl)propyl)carbamate